3-(8-Amino-6-(trifluoromethyl)imidazo[1,2-a]pyrazin-3-yl)-4-methyl-N-(3-(1-methyl-1H-imidazol-2-yl)bicyclo[1.1.1]pentan-1-yl)benzenesulfonamide trifluoroacetate salt FC(C(=O)O)(F)F.NC=1C=2N(C=C(N1)C(F)(F)F)C(=CN2)C=2C=C(C=CC2C)S(=O)(=O)NC21CC(C2)(C1)C=1N(C=CN1)C